4-chloro-N-(3-(2-(1,3-dioxoisoindol-2-yl)ethoxy)-4-hydroxy-9,10-dioxo-9,10-dihydroanthracen-2-yl)benzenesulfonamide ClC1=CC=C(C=C1)S(=O)(=O)NC1=CC=2C(C3=CC=CC=C3C(C2C(=C1OCCN1C(C2=CC=CC=C2C1=O)=O)O)=O)=O